N-((cis)-3-(5-chloro-2-cyanophenyl)cyclobutyl)-5-(1-(6-chloro-5-methylpyridin-3-yl)-1-hydroxyethyl)isoxazole-3-carboxamide ClC=1C=CC(=C(C1)[C@H]1C[C@H](C1)NC(=O)C1=NOC(=C1)C(C)(O)C=1C=NC(=C(C1)C)Cl)C#N